6-(3-cyclopropyl-1H-pyrazol-4-yl)-2-(difluoromethyl)-3-fluoro-pyridine C1(CC1)C1=NNC=C1C1=CC=C(C(=N1)C(F)F)F